(R)-N-((S)-5-fluoro-1,3-dihydrospiro[indene-2,4'-piperidin]-1-yl)-2-methylpropane-2-sulfinamide 2,2,2-trifluoroacetate FC(C(=O)O)(F)F.FC=1C=C2CC3(CCNCC3)[C@@H](C2=CC1)N[S@](=O)C(C)(C)C